ClC=1C=C2C(=C(C=NC2=CC1)S(NC1CCN(CC1)C)(=O)=O)NC1=C(C(=O)O)C=CC=C1 2-[[6-chloro-3-[(1-methyl-4-piperidyl)sulfamoyl]-4-quinolyl]amino]benzoic acid